C(C)(C)(C)OC1=CC=C(C=C1)C=1C=C(C=C2C=C(C=NC12)C(=O)N[C@@H](CO)C)OC (R)-8-(4-(tert-butoxy)phenyl)-N-(1-hydroxypropan-2-yl)-6-methoxyquinoline-3-carboxamide